(R)-2-((1-(4-acrylamidobenzoyl)pyrrolidin-3-yl)amino)quinazoline-7-carboxylic acid C(C=C)(=O)NC1=CC=C(C(=O)N2C[C@@H](CC2)NC2=NC3=CC(=CC=C3C=N2)C(=O)O)C=C1